N1=C(C=CC=C1)N[C@@H]1CC[C@H](CC1)C(=O)NN trans-4-(pyridin-2-ylamino)cyclohexane-carbohydrazide